4-methyl-1-(2-oxo-2-(4-methylphenyl)ethyl)piperazin-2-one CN1CC(N(CC1)CC(C1=CC=C(C=C1)C)=O)=O